ClC1=C(C=C(C(=C1)OC)OC)NC(=O)N[C@@H](C)C=1N(N=CN1)C1=NC=CC=N1 1-(2-chloro-4,5-dimethoxy-phenyl)-3-[(1S)-1-(2-pyrimidin-2-yl-1,2,4-triazol-3-yl)ethyl]urea